4-Fluorobenzaldehyde FC1=CC=C(C=O)C=C1